(S)-serine N[C@@H](CO)C(=O)O